(4aR,8aS)-6-[7-[[6-(difluoromethoxy)-3-pyridyl]methyl]-2-azaspiro[3.5]nonane-2-carbonyl]-4,4a,5,7,8,8a-hexahydropyrido[4,3-b][1,4]oxazin-3-one FC(OC1=CC=C(C=N1)CC1CCC2(CN(C2)C(=O)N2C[C@@H]3[C@@H](OCC(N3)=O)CC2)CC1)F